1-(3-methylpyridin-2-yl)ethanamine dihydrochloride Cl.Cl.CC=1C(=NC=CC1)C(C)N